tris(2-(methoxymethoxy)ethyl)-amine COCOCCN(CCOCOC)CCOCOC